C(C)(C)(C)[Si](O[C@@H]1CC[C@H](CC1)C=1SC=CN1)(C1=CC=CC=C1)C1=CC=CC=C1 trans-tert-butyl-diphenyl-(4-thiazol-2-ylcyclohexyloxy)silane